NC1=NC=C(C=N1)NC(=O)NC(C(F)(F)F)C=1OC2=C(C1C)C=C(C=C2)F 1-(2-aminopyrimidin-5-yl)-3-(2,2,2-trifluoro-1-(5-fluoro-3-methylbenzofuran-2-yl)ethyl)urea